(E)-3,5-dimethoxy-N'-(1-(naphthalen-2-yl)ethylidene)benzohydrazide COC=1C=C(C(=O)N/N=C(\C)/C2=CC3=CC=CC=C3C=C2)C=C(C1)OC